N1-((S)-3-cyclopropyl-1-oxo-1-(((S)-3-oxo-1-((S)-2-oxopyrrolidin-3-yl)-4-(2,3,5,6-tetrafluorophenoxy)butan-2-yl)amino)propan-2-yl)-N2-(2-fluorophenyl)oxalamide C1(CC1)C[C@@H](C(N[C@@H](C[C@H]1C(NCC1)=O)C(COC1=C(C(=CC(=C1F)F)F)F)=O)=O)NC(C(=O)NC1=C(C=CC=C1)F)=O